[(1r,3r)-3-[(tert-butyldimethylsilyl)oxy]cyclobutyl]methanol [Si](C)(C)(C(C)(C)C)OC1CC(C1)CO